FC1=C(C=CC(=C1NCC=1C=C2C(=NC1)N(N=C2C)C2OCCCC2)F)NC(OC(C)(C)C)=O tert-butyl N-[2,4-difluoro-3-([[3-methyl-1-(oxan-2-yl)pyrazolo[3,4-b]pyridin-5-yl]methyl]amino)phenyl]carbamate